4-BENZYLOXY-3-METHYLPHENYLBORONIC ACID C(C1=CC=CC=C1)OC1=C(C=C(C=C1)B(O)O)C